C(C)(C)C1=C(C=CC=C1)C1=NC=C(C(=N1)NCC1=CC=C(C=C1)N1N=C(C=C1C)C(F)(F)F)OC 2-(2-Isopropylphenyl)-5-methoxy-N-(4-(5-methyl-3-(trifluoromethyl)-1H-pyrazol-1-yl)benzyl)pyrimidin-4-amine